C(C1=CC=CC=C1)N1CCC(CC1)[C@@H](CNC(=O)N1[C@@H](CN(CC1)C1=CC(=CC(=C1)F)C#N)C)O (2R)-N-[(2S)-2-(1-benzylpiperidin-4-yl)-2-hydroxyethyl]-4-(3-cyano-5-fluorophenyl)-2-methylpiperazine-1-carboxamide